2-(3-bromo-5-(trifluoromethyl)benzylidene)-5,6-dihydroxy-2,3-dihydro-1H-inden-1-one BrC=1C=C(C=C2C(C3=CC(=C(C=C3C2)O)O)=O)C=C(C1)C(F)(F)F